FC(F)(F)OC(=O)C1OCCC1 (trifluoromethyl)tetrahydrofuran-2-carboxylate